FC1=CC=C(N[2H])C=C1 4-fluoroaniline-d